CC1=CC(=CC=2C3=CC(=CC(=C3NC12)C)C)C 1,3,6,8-tetramethyl-carbazole